FC1=C(C=CC(=C1NCC=1C=C2C(=NC1)N(N=C2)COCC[Si](C)(C)C)F)C2=C(C(=NC=C2)OC)S(=O)(=O)N (2,4-difluoro-3-[[(1-[[2-(trimethylsilyl)ethoxy]methyl]pyrazolo[3,4-b]pyridin-5-yl)methyl]amino]phenyl)-2-methoxypyridine-3-sulfonamide